CC1=NC=2N(C=C(NC2)C2=CC=CC=C2)C1=O 2-methyl-6-phenyl-3,7-dihydroimidazo[1,2-a]pyrazine-3-one